4,5-diamino-1-ethyl-3-(4'-methoxyphenyl)pyrazole NC=1C(=NN(C1N)CC)C1=CC=C(C=C1)OC